The molecule is an organophosphate oxoanion obtained by deprotonation of the phosphate OH group of 4-hydroxybenzoyl-AMP; the major species at pH 7.3. It is a conjugate base of a 4-hydroxybenzoyl-AMP. C1=CC(=CC=C1C(=O)OP(=O)([O-])OC[C@@H]2[C@H]([C@H]([C@@H](O2)N3C=NC4=C(N=CN=C43)N)O)O)O